ClC=1C=C(C=CC1Cl)C1=C(C=CC(=C1)F)NC(=O)C=1C(=NN(C1)C)C(F)F N-(3',4'-dichloro-5-fluorobiphenyl-2-yl)-3-(difluoromethyl)-1-methyl-1H-pyrazol-4-carboxamid